[O-2].[La+3].[O-2].[O-2].[La+3] lanthanum-oxide